NCCCC[Si](O)(O)O 4-aminobutyl-silanetriol